P(=O)(O)(O)O[C@@H](CC(C(=O)O)=O)[C@H]([C@@H](O)[C@H](O)[C@H](O)CN=[N+]=[N-])NC(C)=O monophospho-5-acetamido-9-azido-3,5,9-trideoxy-D-glycero-D-galacto-2-nonulosonic acid